C1(CC1)C1=C(C=C(C=2OC(COC21)C=2C=NC(=CC2)OC)F)C#N 5-cyclopropyl-8-fluoro-2-(6-methoxypyridin-3-yl)-2,3-dihydrobenzo[b][1,4]dioxin-6-carbonitrile